BrC=1C=C(C=C2C(=NC(=NC12)N1[C@H](COCC1)CCO)O)F 8-bromo-6-fluoro-2-[(3S)-3-(2-hydroxyethyl)morpholin-4-yl]quinazolin-4-ol